ClC=1C=C(C(=O)NC)C=C(C1)OC1=NC(=NC(=C1)C1=C(C=CC=C1C)C)NS(=O)(=O)C=1C=NN(C1)C 3-chloro-5-[6-(2,6-dimethylphenyl)-2-[(1-methylpyrazol-4-yl)sulfonylamino]pyrimidin-4-yl]oxy-N-methyl-benzamide